1-(1-phenylethyl)-1H-imidazole-2-carboxylic acid C1(=CC=CC=C1)C(C)N1C(=NC=C1)C(=O)O